3-oxopimeloyl-CoA O=C(CC(=O)SCCNC(CCNC([C@@H](C(COP(OP(OC[C@@H]1[C@H]([C@H]([C@@H](O1)N1C=NC=2C(N)=NC=NC12)O)OP(=O)(O)O)(=O)O)(=O)O)(C)C)O)=O)=O)CCCC(=O)O